2-Methyl-1-[(5-nitrofuran-2-yl)methyl]-4-phenylpiperazine CC1N(CCN(C1)C1=CC=CC=C1)CC=1OC(=CC1)[N+](=O)[O-]